3-chloro-N-(2-cyclopropyl-4-iodo-5-methylphenyl)isonicotinimidamide ClC1=C(C(NC2=C(C=C(C(=C2)C)I)C2CC2)=N)C=CN=C1